OC1=NC(=NC2=C(C=C(C=C12)C)C(C)NC1=C(C(=O)OC(C)(C)C)C=CC=C1)N1CC2=CC=CC=C2C1 tert-butyl 2-((1-(4-hydroxy-2-(isoindolin-2-yl)-6-methylquinazolin-8-yl)ethyl)amino)benzoate